Bis(2,4,5-trichloro-n-amyl salicylate) oxalate C(C(=O)O)(=O)O.ClC(COC=1C(C(=O)O)=CC=CC1)CC(CCl)Cl.ClC(COC=1C(C(=O)O)=CC=CC1)CC(CCl)Cl